3-bromo-6-[1-(4-fluorophenyl)imidazol-2-yl]imidazo[1,2-a]pyridine BrC1=CN=C2N1C=C(C=C2)C=2N(C=CN2)C2=CC=C(C=C2)F